CN1C=C(C2=CC=CC=C12)C(C1=CC=CC=2N(C3=CC=CC=C3C12)C1CCN(CC1)CC=1C=NC=CC1)C(=O)C(C1=CN(C2=CC=CC=C12)C)C1=CC=CC=2N(C3=CC=CC=C3C12)C1CCN(CC1)CC=1C=NC=CC1 (1-methyl-1H-indol-3-yl)(9-(1-(pyridin-3-ylmethyl)piperidin-4-yl)-9H-carbazol-4-yl)methylketone